COC1=CC=C2CC\C(\C(C2=C1)=O)=C/C1=NC(=CC=C1)C1=CSC=C1 (E)-7-methoxy-2-((6-(thiophen-3-yl)pyridin-2-yl)methylene)-3,4-dihydronaphthalen-1(2H)-one